2'-Acetyl-3-chloro-6-cyclopropyl-4-((3,5-difluoropyridin-2-yl)methoxy)-5'-methyl-2H-[1,4'-bipyridin]-2-one C(C)(=O)C1=NC=C(C(=C1)N1C(C(=C(C=C1C1CC1)OCC1=NC=C(C=C1F)F)Cl)=O)C